4-((4-fluorobenzyl)amino)-((4-oxobutyl)amino)-3-(cyclopropylmethoxy)-5-aminobenzamide FC1=CC=C(CNC2=C(C(=C(C(=O)N)C=C2N)NCCCC=O)OCC2CC2)C=C1